N,N-dioctyldecanoamide C(CCCCCCC)N(C(CCCCCCCCC)=O)CCCCCCCC